N-(4-((2-(1,1-difluoroethyl)-6-methylpyrimidin-4-yl)amino)-5-ethoxypyridin-2-yl)propionamide FC(C)(F)C1=NC(=CC(=N1)NC1=CC(=NC=C1OCC)NC(CC)=O)C